C(C=C)OC1=CC=C(C=C1)CN(C)C 1-[4-(allyloxy)phenyl]-N,N-dimethylmethanamine